ClC=1C(N(C=C(N1)Cl)C1=CC=C(C=C1)CCC#N)=O 3-[4-(3,5-dichloro-2-oxopyrazin-1-yl)phenyl]propanenitrile